Octaiodotrisilan I[Si]([Si]([Si](I)(I)I)(I)I)(I)I